ethyl 2-(benzo[d]isothiazol-3-yl)-6,7-dimethoxy-1-oxo-1,2-dihydroisoquinoline-4-carboxylate S1N=C(C2=C1C=CC=C2)N2C(C1=CC(=C(C=C1C(=C2)C(=O)OCC)OC)OC)=O